methyl (1r,4r)-4-[N-(3-chlorophenyl)-2,2,2-trifluoroacetamido]-2'-[(2R)-3-hydroxy-2-methylpropyl]-4'-methyl-6'-(2-methyl-1,3-dioxolan-2-yl)spiro[cyclohexane-1,1'-indene]-4-carboxylate ClC=1C=C(C=CC1)N(C(C(F)(F)F)=O)C1(CCC2(C(=CC3=C(C=C(C=C23)C2(OCCO2)C)C)C[C@H](CO)C)CC1)C(=O)OC